5-Methyl-2'-O-Methylcytidine CC1=CN(C(=O)N=C1N)[C@H]2[C@@H]([C@@H]([C@H](O2)CO)O)OC